2-(4-(bromomethyl)-2-fluorophenyl)acetonitrile BrCC1=CC(=C(C=C1)CC#N)F